CC ethane